C1CC12CCN(CC2)C=2C=1N(C=3C=NC(=NC3N2)C(=O)O)C=CC1 6-(6-azaspiro[2.5]octan-6-yl)pyrrolo[1,2-f]pteridine-3-carboxylic acid